FC1=CC=C(OC(=O)C=2C=C(C=CC2)S(=O)(=O)NC(=O)C=2C=C(C(=O)O)C=CN2)C=C1 2-(((3-((4-fluorophenoxy)carbonyl)phenyl)sulfonyl)carbamoyl)isonicotinic acid